(S)-6-(5-vinyl-6,7-dihydro-5H-pyrrolo[2,1-c][1,2,4]triazol-3-yl)pyridin-2-amine C(=C)[C@@H]1CCC2=NN=C(N21)C2=CC=CC(=N2)N